(±)-N-(2,3-dichlorophenyl)-1-fluoro-6,7,8,9-tetrahydro-5H-5,8-epiminocyclohepta[c]-pyridine-10-carboxamide ClC1=C(C=CC=C1Cl)NC(=O)N1C2CCC1CC=1C(=NC=CC12)F